3-(difluoromethyl)-5-((1-((2,4-dimethyl-6-oxo-1,6-dihydropyrimidin-5-yl)methyl)-6-oxo-4-(1,1,2,2-tetrafluoroethyl)-1,6-dihydropyrimidin-5-yl)oxy)benzonitrile FC(C=1C=C(C#N)C=C(C1)OC1=C(N=CN(C1=O)CC1=C(N=C(NC1=O)C)C)C(C(F)F)(F)F)F